N1(CCCCC1)C(=O)[O-] piperidinecarboxylate